1'-(1,4-bipiperidin-1'-yl)-8'-chloro-4'H,6'H-spiro[1,3-dioxolane-2,5'-[1,2,4]triazolo[4,3-a][1]benzazepine] N1(CCCCC1)C1CCN(CC1)C1=NN=C2N1C1=C(CC3(C2)OCCO3)C=C(C=C1)Cl